ClCC1=CC=C(CO)C=C1 4-chloromethyl-benzylalcohol